CN(CCC1=CNC=2C(=CC=C(C12)O)CCOCOC)C 3-[2-(dimethylamino)ethyl]-7-[2-(methoxymethoxy)ethyl]indol-4-ol